2-(2,6-dioxopiperidin-3-yl)-5-((4-(4-methylthiophen-3-yl)-3,6-dihydropyridin-1(2H)-yl)methyl)isoindoline-1,3-dione O=C1NC(CCC1N1C(C2=CC=C(C=C2C1=O)CN1CCC(=CC1)C1=CSC=C1C)=O)=O